tert-butyl 8-methoxy-5-(4-sulfamoyl benzyl)-1,3,4,5-tetrahydro-2H-pyrido[4,3-b]indole-2-carboxylate COC1=CC=2C3=C(N(C2C=C1)CC1=CC=C(C=C1)S(N)(=O)=O)CCN(C3)C(=O)OC(C)(C)C